C(CCCCCCCCCCCCCCCCCCCCC)C(CCC1=NC=CN1CCC)CCCCCCCCC 3-docosyl-dodecyl-3-propylimidazole